4-(4-(5-((4-((4-(acetamidomethyl) piperidin-1-yl) methyl)-6-(3,5-dichlorophenyl) pyridin-2-yl) oxy) pyrimidin-2-yl) piperazin-1-yl)-2,2-dimethylbutyrate C(C)(=O)NCC1CCN(CC1)CC1=CC(=NC(=C1)C1=CC(=CC(=C1)Cl)Cl)OC=1C=NC(=NC1)N1CCN(CC1)CCC(C(=O)[O-])(C)C